(±)-4-(4-(1-Aminoethyl)-8-fluoro-2-methylquinolin-6-yl)-5-fluoro-N-(1-(methylsulfonyl)piperidin-4-yl)pyrimidin-2-amine hemicitrate C(CC(O)(C(=O)O)CC(=O)O)(=O)O.N[C@H](C)C1=CC(=NC2=C(C=C(C=C12)C1=NC(=NC=C1F)NC1CCN(CC1)S(=O)(=O)C)F)C.N[C@H](C)C1=CC(=NC2=C(C=C(C=C12)C1=NC(=NC=C1F)NC1CCN(CC1)S(=O)(=O)C)F)C |r|